C(CCCCCCCC)N(CCOCCOCCNC(OC(C)(C)C)=O)CCCCCCCCC tert-butyl (2-(2-(2-(dinonylamino)ethoxy)ethoxy)ethyl)carbamate